5-[3-(N-ETHYLAMINOCARBONYL)PHENYL]-2-FORMYLPHENOL C(C)NC(=O)C=1C=C(C=CC1)C=1C=CC(=C(C1)O)C=O